C(C)(C)(C)OC(/C(=C/C=1OC(=CC1)C(F)(F)F)/NC1=NC=C(N=C1CC1=CC=CC=C1)C1=C(C(=CC=C1)[N+](=O)[O-])F)=O (Z)-2-((3-benzyl-5-(2-fluoro-3-nitrophenyl)pyrazin-2-yl)amino)-3-(5-(trifluoromethyl)furan-2-yl)acrylic acid tert-butyl ester